4-hydroxylauranilide OC(CCC(=O)NC1=CC=CC=C1)CCCCCCCC